Cl.C1(CC1)C1(CNCC1)C#N 3-cyclopropylpyrrolidine-3-carbonitrile hydrochloride